(1S,4R,5S)-4-((6-isopropylpyridin-3-yl)methyl)-2-(3-(pyridin-4-yl)-1H-pyrazol-5-yl)-2-azabicyclo[3.1.0]hexan-3-one C(C)(C)C1=CC=C(C=N1)C[C@H]1C(N([C@H]2C[C@@H]12)C1=CC(=NN1)C1=CC=NC=C1)=O